FC([C@@H]1CC[C@H](CC1)C(=O)O)(F)F Trans-4-(trifluoromethyl)cyclohexanecarboxylic acid